N-(5-amino-2-methylpyridin-3-yl)-2-(1-(2-hydroxyethyl)-1H-pyrazol-4-yl)pyrazolo[5,1-b]thiazole-7-carboxamide NC=1C=C(C(=NC1)C)NC(=O)C=1C=NN2C1SC(=C2)C=2C=NN(C2)CCO